1-(but-3-en-1-yloxy)-3-isopropylbenzene C(CC=C)OC1=CC(=CC=C1)C(C)C